FC=1C=CC(=C(C#N)C1)N[C@H](C)C=1C=C(C=C2C(C(=C(OC12)C1=C(C=CC=C1)F)C)=O)C 5-Fluoro-2-[[(1R)-1-[2-(2-fluorophenyl)-3,6-dimethyl-4-oxo-chromen-8-yl]ethyl]amino]benzonitrile